N[C@H]1C[C@H](N(C1)C1=C(C=C(C=C1)F)NC(=O)C1=NC(=NC=C1)C1=C(C=CC=C1OC)F)CO N-(2-((2S,4S)-4-Amino-2-(hydroxymethyl)pyrrolidin-1-yl)-5-fluorophenyl)-2-(2-fluoro-6-methoxyphenyl)pyrimidine-4-carboxamide